FC1=NC=C(C=C1NC(=O)C=1C=C2C(=NC1)NC(=C2)C=2C=NN(C2)C)NC(CN2[C@H](CCC2)C)=O (S)-N-(2-fluoro-5-(2-(2-methylpyrrolidin-1-yl)acetamido)pyridin-3-yl)-2-(1-methyl-1H-pyrazol-4-yl)-1H-pyrrolo[2,3-b]pyridine-5-carboxamide